CCCCCCCCCCCC(=O)OC[C@H](COP(=O)([O-])OCC[N+](C)(C)C)OC(=O)CCCCCCC/C=C\CCCCC 1-dodecanoyl-2-(9Z-pentadecenoyl)-glycero-3-phosphocholine